Methanonaphthalen C=12C(=CC=C3C=CC=CC13)C2